1,2-di-(9Z-octadecenoyl)-sn-glycero-3-phospho-(1'-sn-glycerol) CCCCCCCC/C=C\CCCCCCCC(=O)OC[C@H](COP(=O)(O)OC[C@H](CO)O)OC(=O)CCCCCCC/C=C\CCCCCCCC